CN1CC2(C1)CCN(CC2)C=2C=CC=NC2 5-(2-methyl-2,7-diazaspiro[3.5]nonan-7-yl)pyridin